NC1=NC=CC=C1C1=NC=2C(=NC(=CC2)C2=CC=CC=C2)N1C1=CC=C(CN2CCC(CC2)NCCCS=C(C)[O-])C=C1 S-(3-((1-(4-(2-(2-aminopyridin-3-yl)-5-phenyl-3H-imidazo[4,5-b]pyridin-3-yl)benzyl)piperidin-4-yl)amino)propyl)ethanethioate